4-(4-(4-methyl-1-(1-methylpyrrolidin-3-yl)-1H-pyrazol-5-yl)piperidin-1-yl)-6-((2R)-2-methyl-3-(piperazin-1-yl)azetidin-1-yl)-2-(trifluoromethyl)pyrimidine CC=1C=NN(C1C1CCN(CC1)C1=NC(=NC(=C1)N1[C@@H](C(C1)N1CCNCC1)C)C(F)(F)F)C1CN(CC1)C